N-(4-((3-chloro-4-fluorophenyl)amino)-7-(((S)-tetrahydrofuran-3-yl)oxy)quinazolin-6-yl)-2,3,4,5-tetrafluoro-6-(methylsulfinyl)benzamide ClC=1C=C(C=CC1F)NC1=NC=NC2=CC(=C(C=C12)NC(C1=C(C(=C(C(=C1S(=O)C)F)F)F)F)=O)O[C@@H]1COCC1